ClC1=C(COC2=NC=CC(=N2)C2=CC(=C(CC3=NC4=C(N3[C@@H]3COCC3(C)C)C=C(C=C4F)C(=O)O)C=C2F)F)C=CC(=C1)Cl (S)-2-(4-(2-((2,4-dichlorobenzyl)oxy)pyrimidin-4-yl)-2,5-difluorobenzyl)-1-(4,4-dimethyltetrahydrofuran-3-yl)-4-fluoro-1H-benzo[d]imidazole-6-carboxylic acid